ClC1=CC(=C(C=C1Cl)[C@@H]1[C@H](CNC1)C(=O)OC)O |o1:8,9| (3R,4S)-rel-methyl 4-(4,5-dichloro-2-hydroxyphenyl)pyrrolidine-3-carboxylate